Cl.N1CCC(CC1)C1=C2C(=NC=C1)NC(=N2)[C@@H]2OCCCC2 |r| (rac)-7-(4-piperidyl)-2-tetrahydropyran-2-yl-3H-imidazo[4,5-b]pyridine, hydrochloride